C(C)OC(\C=C\C(NC1=NN(C=C1)C)=O)=O (E)-3-(1-Methyl-1H-pyrazol-3-ylcarbamoyl)-acrylic acid ethyl ester